C(N)(=O)C=1C(=NSC1NC(=O)NCCC(=O)OC(C)(C)C)OCC1=C(C=CC(=C1)C(NC1CC1)=O)F tert-Butyl 3-[[4-carbamoyl-3-[[5-(cyclopropylcarbamoyl)-2-fluoro-phenyl]methoxy]isothiazol-5-yl]carbamoylamino]propanoate